ClC=1C=CC(=C(C(=O)N2C3CC(C(C2CNC2=NC=C(N=C2)C2CC2)C)C3)C1)N1N=CC=N1 N-({2-[5-chloro-2-(2H-1,2,3-triazol-2-yl)benzoyl]-4-methyl-2-azabicyclo[3.1.1]hept-3-yl}methyl)-5-cyclopropylpyrazin-2-amine